NC1=NC=C(C(=N1)N)CN1CCC2=CC(=CC=C12)C1=CC=C2C(C(=CN(C2=C1)C(C)C)C(=O)O)=O 7-(1-((2,4-diaminopyrimidin-5-yl)methyl)indolin-5-yl)-1-isopropyl-4-oxo-1,4-dihydroquinoline-3-carboxylic acid